N1=C(C=CC=C1)NNC(C1=NC=CC=C1)=O N'-(pyridin-2-yl)picolinohydrazide